FC1=C(C(=CC=C1)F)C=1NC2=C(C3=C(N1)C=CC=C3)NN=C2 5-(2,6-difluorophenyl)-1,4-dihydrobenzo[d]pyrazolo[3,4-f][1,3]diazepin